4-(1-(2-Chloro-4-((((1r,4r)-4-hydroxy-4-methylcyclohexyl)amino)methyl)phenyl)-1H-pyrazol-4-yl)-2-((1-(ethylsulfonyl)piperidin-4-yl)amino)pyrimidine-5-carbonitrile ClC1=C(C=CC(=C1)CNC1CCC(CC1)(C)O)N1N=CC(=C1)C1=NC(=NC=C1C#N)NC1CCN(CC1)S(=O)(=O)CC